2-[[4-[[3-[2-[(3-Methyl-2-nitro-imidazol-4-yl)methyl]tetrazol-5-yl]-7-morpholino-1,6-naphthyridin-5-yl]oxy]cyclohexyl]amino]pyrimidine-5-carbonitrile CN1C(=NC=C1CN1N=C(N=N1)C=1C=NC2=CC(=NC(=C2C1)OC1CCC(CC1)NC1=NC=C(C=N1)C#N)N1CCOCC1)[N+](=O)[O-]